C(C)(=O)OCC1=C(C=CC=C1Cl)C#C 2-ethynyl-6-chlorophenylmethyl acetate